4-(2-hydroxyethyl)-1-piperazin-ethanesulfonic acid OCCN1CCN(CC1)CCS(=O)(=O)O